Rac-tert-butyl (3R,4R)-4-((6-((5-(difluoromethoxy)-1H-pyrazol-3-yl)amino)pyrazin-2-yl)oxy)-3-fluoro-3-methylpiperidine-1-carboxylate FC(OC1=CC(=NN1)NC1=CN=CC(=N1)O[C@H]1[C@](CN(CC1)C(=O)OC(C)(C)C)(C)F)F |r|